(4R-Cis)-6-aminoethyl-2,2-dimethyl-1,3-dioxane NCCC1CCOC(O1)(C)C